C(C)(C)(C)OC(N(C)CC1=CC=C(C=C1)C1=CC(=NO1)C1=NC(=CN=C1N)Br)=O tert-Butyl(4-(3-(3-amino-6-bromopyrazin-2-yl)isoxazol-5-yl)benzyl)(methyl)carbamate